NCCNCCNCCCCCP(O)(O)=O [5-[[2-[(2-Aminoethyl)Amino]Ethyl]Amino]Pentyl]Phosphonic Acid